NC[C@H](O)C1=CC=C(C=C1)F (R)-2-amino-1-(4-fluorophenyl)ethanol